[Zn].[Ni].[Co].[Fe] iron cobalt nickel zinc